6-pyrazol-1-yl-2-[[1-(quinoxalin-6-carbonyl)piperidin-4-yl]methyl]pyridazin-3-one N1(N=CC=C1)C=1C=CC(N(N1)CC1CCN(CC1)C(=O)C=1C=C2N=CC=NC2=CC1)=O